N-(3-(4-fluoro-2-oxopiperidin-1-yl)propyl)-2-(2-fluoro-4-((R)-pyrrolidin-2-yl)phenyl)benzo[d]imidazo[2,1-b]thiazole-7-carboxamide FC1CC(N(CC1)CCCNC(=O)C1=CC2=C(N3C(S2)=NC(=C3)C3=C(C=C(C=C3)[C@@H]3NCCC3)F)C=C1)=O